2-[2-[2-[2-[2-[2-[2-[2-(2,2-dimethoxyethoxy)ethoxy]ethoxy]ethoxy]ethoxy]ethoxy]ethoxy]ethoxy]ethoxymethylbenzene COC(COCCOCCOCCOCCOCCOCCOCCOCCOCC1=CC=CC=C1)OC